N-(4-((4-(ethoxymethyl)-4-(2-(pyridin-2-yl)ethyl)piperidin-1-yl)methyl)phenyl)acetamide C(C)OCC1(CCN(CC1)CC1=CC=C(C=C1)NC(C)=O)CCC1=NC=CC=C1